6,9-epiminocyclohepta[c]pyridazine-10-carboxamide N1=NC=CC2=C1C1=CC=C(C2)N1C(=O)N